NC=1C2=C(N=CN1)N(C(=C2C2=CC[C@H](CC2)C(=O)N2[C@@H](CCC2)C#N)C=2C=NC(=CC2C)C#C[Si](C)(C)C(C)(C)C)C (2S)-1-[(1S)-4-(4-amino-6-{6-[2-(tert-butyldimethylsilyl)ethynyl]-4-methylpyridin-3-yl}-7-methyl-7H-pyrrolo[2,3-d]pyrimidin-5-yl)cyclohex-3-ene-1-carbonyl]pyrrolidine-2-carbonitrile